2-chloro-N-(5,5-dimethyl-2-oxo-1-phenylcyclohexyl)acetamide ClCC(=O)NC1(C(CCC(C1)(C)C)=O)C1=CC=CC=C1